C1(CCCC1)N1[C@@H](C(N(C=2C=NC(=NC12)NC1=C(C=C(C=C1)C=1SC(=NN1)C(=O)N1CCN(CC1)C)OC)C)=O)CC (R)-8-cyclopentyl-7-ethyl-2-((2-methoxy-4-(5-(4-methylpiperazine-1-carbonyl)-1,3,4-thiadiazol-2-yl)phenyl)amino)-5-methyl-7,8-dihydro-pteridin-6(5H)-one